N[C@H](CC(=O)N1CC(C1)OC1=CC=C(C(=C1C(=O)O)O)CCB(O)O)C(N)=O 6-{[1-(D-α-asparaginyl)azetidin-3-yl]oxy}-3-(2-boronoethyl)-2-hydroxybenzoic acid